3-[2,4-dichloro-5-(3,5-dimethyl-2,6-dioxo-4-thioxo-1,3,5-triazin-1-yl)-phenyl]-5-methyl-4H-isoxazole-5-carboxylic acid ClC1=C(C=C(C(=C1)Cl)N1C(N(C(N(C1=O)C)=S)C)=O)C1=NOC(C1)(C(=O)O)C